N-Methyl-3-(1-methylimidazol-4-yl)-4-[[(1S)-1-phenylpropyl]amino]benzenesulfonamide CNS(=O)(=O)C1=CC(=C(C=C1)N[C@@H](CC)C1=CC=CC=C1)C=1N=CN(C1)C